CC1(C(CC=C1C)C=CCC(C)O)C 5-(2,2,3-trimethyl-3-cyclopentene-1-yl)4-penten-2-ol